[3-(6,8-difluoro-imidazo[1,2-a]pyridin-3-yl)-1-ethanesulfonylmethyl-1H-pyrazolo[4,3-c]pyridin-6-yl]-1,4-oxaazepan-4-yl-methanone FC=1C=C(C=2N(C1)C(=CN2)C2=NN(C1=C2C=NC(=C1)C(=O)N1CCOCCC1)CS(=O)(=O)CC)F